N=1C=CCN2C=NC=3C=C(C=CC3C21)C(=O)N pyrimido[1,2-c]quinazoline-9-carboxamide